BrC1=CC(=C(C(=O)O)C=C1)NC1=CC(=C(C=C1)NC(=O)OC(C)(C)C)Cl 4-bromo-2-(4-(tert-butoxycarbonylamino)-3-chlorophenylamino)benzoic acid